FC1=C(C=C(C=C1)C1=C(C=CC=C1C)C)[C@H](CC(=O)OCC)NC(=O)NC=1C(N(C=CC1O)C)=O ethyl (S)-3-(4-fluoro-2',6'-dimethylbiphenyl-3-yl)-3-(3-(4-hydroxy-1-methyl-2-oxo-1,2-dihydropyridin-3-yl)ureido)propanoate